7-((isobutylamino)methyl)-3-methyl-N-(5-((1s,3s)-3-methyl-1-(4-methyl-4H-1,2,4-triazol-3-yl)cyclobutyl)pyridin-3-yl)-1H-pyrrolo[3,2-b]pyridine-5-carboxamide C(C(C)C)NCC1=C2C(=NC(=C1)C(=O)NC=1C=NC=C(C1)C1(CC(C1)C)C1=NN=CN1C)C(=CN2)C